tert-butyl (4-(7-chloro-2,3-dioxo-2,3-dihydropyrido[2,3-b]pyrazin-4(1H)-yl)cyclohexyl)carbamate ClC1=CC2=C(N(C(C(N2)=O)=O)C2CCC(CC2)NC(OC(C)(C)C)=O)N=C1